BrC1=CC=C(C=C1)C1SCCCS1 2-(4-bromophenyl)-1,3-dithiacyclohexane